FC(CP(OCCCC)(=O)C1=C(C=CC=C1)F)(F)F n-butyl (2,2,2-trifluoroethyl)(2-fluorophenyl)phosphinate